SC1=CC=C(C=C1)NC(C=C)=O N-(4-mercaptophenyl)acrylamide